4-[4-cyano-8-(2-fluoro-phenyl)-3-hydroxy-quinolin-2-yl]-4-oxo-butyric acid ethyl ester C(C)OC(CCC(=O)C1=NC2=C(C=CC=C2C(=C1O)C#N)C1=C(C=CC=C1)F)=O